BrC1=C(C=C2C=C(C(NC2=C1)=O)C(=O)OCC)F ethyl 7-bromo-6-fluoro-2-oxo-1H-quinoline-3-carboxylate